4-(4-(2,2-Difluoroethyl)-1-((5-methoxy-7-methyl-1H-indol-4-yl)methyl)piperazin-2-yl)-2-propionamidobenzoic acid FC(CN1CC(N(CC1)CC1=C2C=CNC2=C(C=C1OC)C)C1=CC(=C(C(=O)O)C=C1)NC(CC)=O)F